1-(3-(4-(Cyclopropanecarbonyl)piperazine-1-carbonyl)-6-fluoroquinolin-4-yl)-4-(4-fluorophenyl)piperidine-4-carbonitrile C1(CC1)C(=O)N1CCN(CC1)C(=O)C=1C=NC2=CC=C(C=C2C1N1CCC(CC1)(C#N)C1=CC=C(C=C1)F)F